C[N+](CCC[Si](OC)(OC)OC)(C)C N,N,N-trimethyl-3-(trimethoxysilyl)-1-propanaminium